CN1C(CN([C@H](C1)C)CCOC1=CC=C(C=C1)B1OC(C(O1)(C)C)(C)C)=O (S)-1,5-dimethyl-4-{2-[4-(4,4,5,5-tetramethyl-1,3,2-dioxaborolan-2-yl)phenoxy]ethyl}piperazin-2-one